O1C=C(C=C1)C1=NC(=C(C2=C1C=CS2)O)C(=O)NCC(=O)O [(4-Furan-3-yl-7-hydroxy-thieno[3,2-c]pyridine-6-carbonyl)-amino]-acetic acid